C(#N)[C@H](CC1=CC=C(C=C1)C=1C=CC2=C(N(C(O2)=O)CC2CCOCC2)C1)NC(=O)[C@H]1OCCCNC1 (2S)-N-[(1S)-1-cyano-2-{4-[2-oxo-3-(tetrahydro-2H-pyran-4-ylmethyl)-2,3-dihydro-1,3-benzoxazol-5-yl]phenyl}ethyl]-1,4-oxaazepan-2-carboxamide